ClC=1C=C2C=C(C=NC2=C(C1)C=1SC2=C(N1)C=C(C1=C2[C@@H]([C@H](O1)CO)C)F)OC ((7S,8S)-2-(6-chloro-3-methoxyquinolin-8-yl)-5-fluoro-8-methyl-7,8-dihydrobenzofuro[5,4-d]thiazol-7-yl)methanol